2,5-dichloro-N-(2-(((R)-1-((5R,7R)-5,7-dimethyl-4,8-dioxo-1,3,6,2-dioxathiaborocan-2-yl)-3-methylbutyl)amino)-2-oxoethyl)benzamide ClC1=C(C(=O)NCC(=O)N[C@@H](CC(C)C)B2OC([C@H](S[C@@H](C(O2)=O)C)C)=O)C=C(C=C1)Cl